FC1=C(C(=O)Cl)C=CC(=C1)OC1=NC=CC=N1 2-fluoro-4-pyrimidin-2-yloxy-benzoyl chloride